3-((8-chloroimidazo[1,2-a]pyridin-7-yl)thio)propanoic acid methyl ester COC(CCSC1=C(C=2N(C=C1)C=CN2)Cl)=O